3-ethoxy-acryloyl chloride C(C)OC=CC(=O)Cl